The molecule is a heparin hexasaccharide consisting of 4-deoxy-2-O-sulfo-alpha-L-threo-hex-4-enopyranuronosyl, 2-deoxy-6-O-sulfo-2-(sulfoamino)-alpha-D-glucopyranosyl, 2-O-sulfo-alpha-L-idopyranuronosyl, 2-deoxy-6-O-sulfo-2-(sulfoamino)-alpha-D-glucopyranosyl, beta-D-glucopyranuronosyl, and 2-deoxy-6-O-sulfo-2-(sulfoamino)-alpha-D-glucopyranose connected in sequence by 1->4 linkages. Sequence: DUAp2S(1-4)-a-D-GlcNp2S6S (1-4)-a-L-IdoAp2S(1-4)-a-D-GlcNp2S6S(1-4)-b-D-GlcAp(1-4)-a-D-GlcNp2S6S. It is a heparin hexasaccharide, an amino hexasaccharide and an oligosaccharide sulfate. C1=C(O[C@H]([C@@H]([C@H]1O)OS(=O)(=O)O)O[C@@H]2[C@H](O[C@@H]([C@@H]([C@H]2O)NS(=O)(=O)O)O[C@H]3[C@@H]([C@H]([C@@H](O[C@H]3C(=O)O)O[C@@H]4[C@H](O[C@@H]([C@@H]([C@H]4O)NS(=O)(=O)O)O[C@H]5[C@@H]([C@H]([C@@H](O[C@@H]5C(=O)O)O[C@@H]6[C@H](O[C@@H]([C@@H]([C@H]6O)NS(=O)(=O)O)O)COS(=O)(=O)O)O)O)COS(=O)(=O)O)OS(=O)(=O)O)O)COS(=O)(=O)O)C(=O)O